2-(4-fluoro-2-methylphenoxy)-5-((2-hydroxyethyl)amino)-N-(2-oxo-1,2-dihydropyridin-4-yl)-4-(trifluoromethyl)benzamide FC1=CC(=C(OC2=C(C(=O)NC3=CC(NC=C3)=O)C=C(C(=C2)C(F)(F)F)NCCO)C=C1)C